O1C(=C(C=C1)C(=O)OCCCCC)C(=O)OCCCCC 2,3-dipentyl furandicarboxylate